6-oxo-1,6-dihydropyridazine-3-formamide O=C1C=CC(=NN1)C(=O)N